C(=O)[O-].C(C)C(CN1C=[N+](C=C1)CCCCCCCCCCCC)CCCC 1-(2-ethylhexyl)-3-dodecylimidazolium formate